N-((3R,5S)-5-((1H-1,2,3-Triazol-1-yl)methyl)pyrrolidin-3-yl)-2-fluoro-4-(1-methyl-1H-indazol-5-yl)benzamide TFA salt OC(=O)C(F)(F)F.N1(N=NC=C1)C[C@@H]1C[C@H](CN1)NC(C1=C(C=C(C=C1)C=1C=C2C=NN(C2=CC1)C)F)=O